4-[(1S)-1-aminopropyl]-2-{6-[(5ξ)-5-ethyl-6,7-dihydro-5H-pyrrolo[2,1-c][1,2,4]triazol-3-yl]pyridin-2-yl}-6-[(2R)-2-methylpyrrolidin-1-yl]-2,3-dihydro-1H-pyrrolo[3,4-c]pyridin-1-one N[C@@H](CC)C1=NC(=CC2=C1CN(C2=O)C2=NC(=CC=C2)C=2N1C(=NN2)CCC1CC)N1[C@@H](CCC1)C